6-{5-chloro-2-[(oxan-4-yl)amino]pyrimidin-4-yl}-2-{2-[(3R)-3-hydroxypyrrolidin-1-yl]-2-oxoethyl}-2,3-dihydro-1H-isoindol-1-one ClC=1C(=NC(=NC1)NC1CCOCC1)C1=CC=C2CN(C(C2=C1)=O)CC(=O)N1C[C@@H](CC1)O